NC=1C=C(C(=NC1)N1CCN(CC1)C(C)(C)C1CCN(CC1)C(=O)OC(C)(C)C)F tert-butyl 4-[1-[4-(5-amino-3-fluoro-2-pyridyl)piperazin-1-yl]-1-methyl-ethyl]piperidine-1-carboxylate